N(=C=O)CO[Si](OC)(OC)CCC Isocyanato-propyl-trimethoxysilan